methyl-ureidolysine ethyl-3-acetamido-1H-pyrazole-4-carboxylate C(C)N1N=C(C(=C1)C(=O)O)NC(C)=O.CN([C@@H](CCCCN)C(=O)O)NC(=O)N